F[C@@H]1CN(CC[C@@H]1NC=1C=2C=C(N(C2C=CC1)CC(F)(F)F)C=1SC(=NN1)CNC(=C)C)C N-((3R,4S)-3-fluoro-1-methylpiperidin-4-yl)-2-(5-((prop-1-en-2-ylamino)methyl)-1,3,4-thiadiazol-2-yl)-1-(2,2,2-trifluoroethyl)-1H-indol-4-amine